C(C1=CC=CC=C1)OCCN(C(OC(C)(C)C)=O)C[C@@H](C)O[Si](C1=CC=CC=C1)(C1=CC=CC=C1)C(C)(C)C tert-butyl (R)-(2-(benzyloxy)ethyl)(2-((tert-butyldiphenylsilyl)oxy)propyl)carbamate